C(C)(=O)NC=1C=C(C(=O)NCCOC2=C(C=C(C=C2)C(F)(F)F)C)C=CN1 2-acetamido-N-(2-(2-methyl-4-(trifluoromethyl)phenoxy)ethyl)isonicotinamide